C(C1CO1)C=1C(=C(C(=C(N(CC2CO2)CC2CO2)C1)CC1CO1)CC1CO1)CC1CO1 tetraglycidyl-diglycidylaniline